2-amino-7-butyl-6-methoxy-7,9-dihydro-8H-purin-8-one NC1=NC(=C2N(C(NC2=N1)=O)CCCC)OC